BrC1=CC=2C(C3=CC(=CC=C3C2C=C1)Br)(C1=CC2=CC=C(C=C2C=C1)OCC1=CC=C(C=C1)C=C)C=1C=C2C=CC(=CC2=CC1)O 6-(2,7-dibromo-9-(6-((4-vinylbenzyl)oxy)naphthalen-2-yl)-9H-fluoren-9-yl)naphthalene-2-ol